C1(CC1)OC1=CC2=C(CN(CCC2)C2=CC(=C(C(=C2)C)NC(CC(C)(C)C)=O)C)C=C1F N-(4-(7-cyclopropyloxy-8-fluoro-1,3,4,5-tetrahydro-2H-benzo[c]azepin-2-yl)-2,6-dimethylphenyl)-3,3-dimethylbutyramide